N1=CC(=CC=C1)OC1=CC=C(C=C1)C=1N=C(N2C1C=NC=C2)[C@H]2NCCC2 (S)-1-(4-(pyridin-3-yloxy)phenyl)-3-(pyrrolidin-2-yl)imidazo[1,5-a]pyrazine